(Z)-N'-hydroxycyclopropaneformamidine O\N=C(/N)\C1CC1